NC1=CC(=C(C(=N1)C)CNC(=O)C=1N=NN(C1)CC=1N=C2N(C=C(C=C2)C2CC2)C1)C N-((6-amino-2,4-dimethylpyridin-3-yl)methyl)-1-(6-cyclopropylimidazo[1,2-a]pyridin-2-yl)methyl-1H-1,2,3-triazole-4-carboxamide